(S)-N-{(S)-1-[2-(6-chlorobenzo[d]isoxazol-3-yl)phenyl]-2-(3-fluoro-6-methylsulfonylpyridine-2-yl)-ethyl}-2-methylpropane-2-sulfinamide ClC1=CC2=C(C(=NO2)C2=C(C=CC=C2)[C@H](CC2=NC(=CC=C2F)S(=O)(=O)C)N[S@@](=O)C(C)(C)C)C=C1